N-(2-fluorophenyl)-4-methylpiperidine-4-carboxamidine FC1=C(C=CC=C1)NC(=N)C1(CCNCC1)C